CC(CCC(=O)NC1(CC=CC(=C1)NC(C(C)(C)C)=O)NC(C(C)(C)C)=O)C 3-dimethylbutyrylamino-3,5-bis(pivaloylamino)benzene